benzyl N-[4-[(3-fluorophenyl)carbamoyl]-1-oxo-1,4-thiazinan-1-ylidene]carbamate FC=1C=C(C=CC1)NC(=O)N1CCS(CC1)(=O)=NC(OCC1=CC=CC=C1)=O